NC1=C(C=CC=C1)OC(F)(F)F ortho-aminotrifluoromethoxybenzene